C1(=CC=CC=C1)N1C2=CC=CC=C2C=2C=CC=C(C12)C1=CC=CC2=CC3=CC=CC=C3C=C12 ((N-phenyl)carbazolyl)-anthracene